4-((1-((1-fluorocyclohexyl)methyl)-1H-benzo[d]imidazol-2-yl)amino)-N-hydroxybenzoamide FC1(CCCCC1)CN1C(=NC2=C1C=CC=C2)NC2=CC=C(C(=O)NO)C=C2